(5aR,5bS,7aS,8S,10aS,10bR)-2-((4-ethylpiperazin-1-yl)amino)-5a,7a-dimethyl-5,5a,5b,6,7,7a,8,9,10,10a,10b,11-dodecahydro-4H-cyclopenta[7,8]phenanthro[2,1-d]thiazol-8-ol C(C)N1CCN(CC1)NC=1SC2=C(N1)CC[C@@]1([C@H]3CC[C@]4([C@H]([C@@H]3CC=C12)CC[C@@H]4O)C)C